CC1=C(OC2=C1C=C(C=C2)F)C(C(C)C)=O 1-(3-Methyl-5-fluoro-1-benzofuran-2-yl)-2-methylpropan-1-one